C(=O)O[C@@H]1COCC[C@H]1NC1=NC=C(C(=N1)C1=CN=C2N1CCC21CCN(CC1)C)Cl (3S,4R)-4-((5-chloro-4-(1-methyl-5',6'-dihydrospiro[piperidine-4,7'-pyrrolo[1,2-a]imidazol]-3'-yl)pyrimidin-2-yl)amino)tetrahydro-2H-pyran-3-ol formate